2-(6-((7,7-dimethyl-5-oxo-7,8-dihydro-5H-pyrano[4,3-b]pyridin-2-yl)amino)-1-methoxy-2,7-naphthyridin-4-yl)pyrrolidine-1-carboxylic acid tert-butyl ester C(C)(C)(C)OC(=O)N1C(CCC1)C1=CN=C(C2=CN=C(C=C12)NC1=CC=C2C(=N1)CC(OC2=O)(C)C)OC